COC1=CC=C(C=C1)COCCCOCCCCCCCCCCCCCC#CC(F)(F)F 1-methoxy-4-[3-(16,16,16-trifluorohexadec-14-ynoxy)propoxymethyl]benzene